ClC=1C(=C2C3(C(N(C2=CC1)C(=O)N(C1CCC(CC1)C(=O)O)CC1=CC=C(C=C1)[N+](=O)[O-])=O)C1(NCC3)CCCCC1)C1=C(C(=CC=C1)Cl)F 4-[[chloro-(3-chloro-2-fluoro-phenyl)-oxo-dispiro[cyclohexane-1,2'-pyrrolidine-3',3''-indoline]carbonyl]-[(4-nitrophenyl)methyl]amino]cyclohexanecarboxylic acid